O1C2=C(OCC1)C=C(C=C2)CN[C@H]2CO[C@H]1[C@@H]2OC[C@]1(O)CCC1=CC=NC2=CC=C(C=C12)OC (3R,3aS,6S,6aR)-6-(((2,3-dihydrobenzo[b][1,4]dioxin-6-yl)methyl)amino)-3-(2-(6-methoxyquinolin-4-yl)ethyl)hexahydrofuro[3,2-b]furan-3-ol